NCOB(O)O aminomethylboric acid